N-[4-(aminomethyl)phenyl]-8-methoxy-1,7-naphthyridine NCC1=CC=C(C=C1)N1CC=CC2=CC=NC(=C12)OC